(6S,9R)-N-(5-chloro-2-fluoro-4-(5-(hydroxymethyl)pyridin-3-yl)phenyl)-3-oxo-3,5,6,7,8,9-hexahydro-2H-6,9-methano-cyclohepta[c]pyridazine-10-carboxamide ClC=1C(=CC(=C(C1)NC(=O)C1[C@@H]2CC=3C(=NNC(C3)=O)[C@@H]1CC2)F)C=2C=NC=C(C2)CO